6-Methoxy-1-(4-methoxybenzyl)-5-(2-methyl-3-(methyl-d3)phenyl)-1H-pyrazolo[4,3-b]pyridine COC=1C=C2C(=NC1C1=C(C(=CC=C1)C([2H])([2H])[2H])C)C=NN2CC2=CC=C(C=C2)OC